bromo-2-(1-(hydroxymethyl)cyclopropoxy)phenol BrC=1C(=C(C=CC1)O)OC1(CC1)CO